CN1N=C(C(=C1)C=1C=C2C(=NC1)CN(C2=O)C=2N=NC(=CC2)O[C@H]2[C@@H]([C@@]1(CC[C@](C2)(N1)C)C)F)C 3-(1,3-dimethyl-1H-pyrazol-4-yl)-6-(6-(((1S,2R,3R,5R)-2-fluoro-1,5-dimethyl-8-azabicyclo[3.2.1]octan-3-yl)oxy)pyridazin-3-yl)-6,7-dihydro-5H-pyrrolo[3,4-b]pyridin-5-one